N1-(5-chloropyridin-2-yl)-4-methoxy-4-phenylpyrrolidine-1,2-dicarboxamide ClC=1C=CC(=NC1)NC(=O)N1C(CC(C1)(C1=CC=CC=C1)OC)C(=O)N